COC(=O)C1=NC=2N(C=C1)C(=C(N2)C2=NC(=NN2CC2=CC=C(C=C2)OC)Br)I.FC2=CC=C(C(=O)NC1=CC=CC3=CC=CC=C13)C=C2 4-fluoro-N-(naphthalen-1-yl)benzamide Methyl-2-(3-bromo-1-(4-methoxybenzyl)-1H-1,2,4-triazol-5-yl)-3-iodoimidazo[1,2-a]pyrimidine-7-carboxylate